C(C(CP(O)(=O)O)P(O)(=O)O)(P(O)(=O)O)P(O)(=O)O propane-1,1,2,3-tetraphosphonic acid